2-((4-(2-hydroxyethyl)piperazin-1-yl)methyl)propane-1,3-diyl dioleate C(CCCCCCC\C=C/CCCCCCCC)(=O)OCC(COC(CCCCCCC\C=C/CCCCCCCC)=O)CN1CCN(CC1)CCO